ClC1=C(C(=CC=C1)Cl)C(C)=O 2',6'-dichloroacetophenone